3-(((3-chloro-5-(difluoromethyl)-1-ethyl-1H-pyrazol-4-yl)methyl)sulfonyl)-5-ethyl-5-methyl-4,5-dihydroisoxazole ClC1=NN(C(=C1CS(=O)(=O)C1=NOC(C1)(C)CC)C(F)F)CC